tert-butyl (2S,3R)-2-[[(tert-butyldiphenylsilyl)oxy]methyl]-3-[(dimethylsulfamoyl)[(4-methoxyphenyl)methyl]amino]pyrrolidine-1-carboxylate [Si](C1=CC=CC=C1)(C1=CC=CC=C1)(C(C)(C)C)OC[C@H]1N(CC[C@H]1N(CC1=CC=C(C=C1)OC)S(N(C)C)(=O)=O)C(=O)OC(C)(C)C